2-[benzyl(methyl)amino]-8-[(dimethylamino)methyl]-5-(2,2,2-trifluoroethyl)pyrimido[5,4-b]indol-4-ol C(C1=CC=CC=C1)N(C=1N=C(C=2N(C=3C=CC(=CC3C2N1)CN(C)C)CC(F)(F)F)O)C